COC1=C(C=C(C=C1)C=CC=O)COC1=CC=C(C=C1)[N+](=O)[O-] 3-[4-methoxy-3-[(4-nitrophenoxy)methyl]phenyl]prop-2-en-1-one